6-(6-chloro-1H-indazol-4-yl)pyrimidin-4-ol ClC1=CC(=C2C=NNC2=C1)C1=CC(=NC=N1)O